2-(4-(2-(benzylamino)-2-oxoethoxy)-3-methoxyphenyl)-N-cyclohexyl-2-oxoacetamide C(C1=CC=CC=C1)NC(COC1=C(C=C(C=C1)C(C(=O)NC1CCCCC1)=O)OC)=O